(1S,2R,3S)-N-(8-amino-6-(4-methylpyridin-3-yl)isoquinolin-3-yl)-2-methyl-3-(1-methyl-1H-pyrazol-4-yl)cyclopropanecarboxamide NC=1C=C(C=C2C=C(N=CC12)NC(=O)[C@H]1[C@@H]([C@@H]1C=1C=NN(C1)C)C)C=1C=NC=CC1C